5-[(1-benzyl-pyrrolidin-2-yl)methyl]-2-{8-methyl-[1,2,4]triazolo[1,5-a]pyridin-6-yl}-3-(prop-2-yl)-1H-indole C(C1=CC=CC=C1)N1C(CCC1)CC=1C=C2C(=C(NC2=CC1)C=1C=C(C=2N(C1)N=CN2)C)C(C)C